ClC1=CC(=C2C(=N1)OCC2)C 6-chloro-4-methyl-2,3-dihydrofuro[2,3-b]pyridine